The molecule is a 1,3-thiazine that is 1,3-thiazinan-4-one S,S-dioxide in which a hydrogen at position 2 is substituted by a 4-chlorophenyl group and the hydrogen attached to the nitrogen is substituted by methyl. A non-benzodiazepine muscle relaxant, it was used in the management of anxiety and in the treatment of muscle spasms until being discontinued worldwide by its manufacturer in 1996, due to rare but serious cutaneous reactions. It has a role as an anxiolytic drug, a muscle relaxant and an antipsychotic agent. It is a 1,3-thiazine, a lactam, a sulfone and a member of monochlorobenzenes. CN1C(S(=O)(=O)CCC1=O)C2=CC=C(C=C2)Cl